COC1=C(C=C2C(=C1)/C(=C/C3=CC=C(C=C3)O)/C(=O)N2)OC 1,3-dihydro-5,6-dimethoxy-3-[(4-hydroxyphenyl)methylene]-1H-indol-2-one